1-phenylbutane C1(=CC=CC=C1)CCCC